N-[2-(p-xylenesulfonyloxy)phenyl]-N'-[4-(p-xylenesulfonyloxy)phenyl]urea C1(CC=C(C=C1)C)(C)S(=O)(=O)OC1=C(C=CC=C1)NC(=O)NC1=CC=C(C=C1)OS(=O)(=O)C1(CC=C(C=C1)C)C